C(C)(C)NC1=C2C(=NC=C1C(=O)N)SC(=N2)NC=2C=NC=CC2 7-(isopropylamino)-2-(pyridin-3-ylamino)thiazolo[5,4-b]pyridine-6-carboxamide